(R)-(5-(1-(cyclopropylsulfonyl)-1H-pyrazol-4-yl)-1,3,4-oxadiazol-2-yl)(4-(4-methylpyrazolo[1,5-a]pyridin-2-yl)-6,7-dihydro-1H-imidazo[4,5-c]pyridin-5(4H)-yl)methanone C1(CC1)S(=O)(=O)N1N=CC(=C1)C1=NN=C(O1)C(=O)N1[C@H](C2=C(CC1)NC=N2)C2=NN1C(C(=CC=C1)C)=C2